3,6-bis(5-bromothiophen-2-yl)-2,5-bis(dodecyl)pyrrolo[3,4-c]pyrrole-1,4-dione BrC1=CC=C(S1)C=1N(C(C2=C(N(C(C21)=O)CCCCCCCCCCCC)C=2SC(=CC2)Br)=O)CCCCCCCCCCCC